3-(5,6-difluoro-1H-benzo[d]imidazol-2-yl)-N-(4-(pyrimidin-2-yl)phenyl)aniline FC1=CC2=C(NC(=N2)C=2C=C(NC3=CC=C(C=C3)C3=NC=CC=N3)C=CC2)C=C1F